[(2S,3S)-2,3-difluoro-5-(5-methyl-2,4-dioxo-pyrimidin-1-yl)tetrahydrofuran-2-yl]methyl dihydrogen phosphate P(=O)(OC[C@]1(OC(C[C@@H]1F)N1C(NC(C(=C1)C)=O)=O)F)(O)O